tert-Butyl (3-(5-iodo-7-tosyl-7H-pyrrolo[2,3-d]pyrimidin-4-yl)cyclohex-3-en-1-yl)carbamate IC1=CN(C=2N=CN=C(C21)C=2CC(CCC2)NC(OC(C)(C)C)=O)S(=O)(=O)C2=CC=C(C)C=C2